2-[4-(3-phenylpyrrolidin-1-yl)phenoxy]pyrido[3,4-d]pyrimidin C1(=CC=CC=C1)C1CN(CC1)C1=CC=C(OC=2N=CC3=C(N2)C=NC=C3)C=C1